phenylbis(2,4,6-trisMethylbenzoyl)phosphine oxide C1(=CC=CC=C1)P(C(C1=C(C=C(C=C1C)C)C)=O)(C(C1=C(C=C(C=C1C)C)C)=O)=O